IC(C(CNC([O-])=O)C#CC)CCC 3-iodo-2-propynyl-n-hexylcarbamate